tert-butyl 3-[(1-methyl-1H-pyrazol-4-yl)amino]piperidine-1-carboxylate CN1N=CC(=C1)NC1CN(CCC1)C(=O)OC(C)(C)C